N-(7-Bromo-2-hydroxy-4-phenyl-2-(trifluoromethyl)-2H-chromen-3-yl)acetamide BrC1=CC=C2C(=C(C(OC2=C1)(C(F)(F)F)O)NC(C)=O)C1=CC=CC=C1